gold-gallium-indium [In].[Ga].[Au]